CN1N=C(C(=C1)C1=CC=2C3=C(C=NC2C=C1OC)N(C(N3C3=C(C=NC=C3OC)F)=O)C)C 8-(1,3-dimethyl-1H-pyrazol-4-yl)-1-(3-fluoro-5-methoxypyridin-4-yl)-7-methoxy-3-methyl-1,3-dihydroimidazo[4,5-c]quinolin-2-one